ClC1=C(C=C(C=C1)C(F)(F)F)[N+](=O)[O-] 4-chloro-3-nitrobenzotrifluoride